N-(2-fluoro-2-methylpropyl)-7-((fluoromethyl)sulfonamido)-5-azaspiro[2.4]heptane-5-carboxamide FC(CNC(=O)N1CC2(CC2)C(C1)NS(=O)(=O)CF)(C)C